C(C1=CC=CC=C1)C1=NC(=NN1)C(=O)N[C@H]1CCC2=C(N(C1=O)C)C=C(C=C2)N2CC1(C2)CCOCC1 (S)-5-Benzyl-N-(1-methyl-2-oxo-8-(7-oxa-2-azaspiro[3.5]nonan-2-yl)-2,3,4,5-tetrahydro-1H-benzo[b]azepin-3-yl)-1H-1,2,4-triazole-3-carboxamid